tert-butyl (S)-3-(methoxymethyl)-4-methylpiperazine-1-carboxylate COC[C@@H]1CN(CCN1C)C(=O)OC(C)(C)C